O1CCN(CC1)C=1C=C2CCCC(C2=CC1)=O 6-morpholino-3,4-dihydronaphthalen-1(2H)-one